(1R,5S)-2-oxo-3-azabicyclo[3.1.0]hexan O=C1[C@@H]2C[C@@H]2CN1